BrC(C=1N=C(SC1C(=O)NC[C@@H](N1CCOCC1)C1=CC=C(C=C1)Cl)C1=NC=CC=N1)(F)F (S)-4-(bromodifluoromethyl)-N-(2-(4-chlorophenyl)-2-morpholinoethyl)-2-(pyrimidin-2-yl)thiazole-5-carboxamide